(R)-1-(5-methylpyridazin-3-yl) pyrrolidin-3-ylmethylsulfonate N1C[C@@H](CC1)CS(=O)(=O)OC=1N=NC=C(C1)C